6-[(3-chloro-4-fluoro-phenyl)methyl]-4-hydroxy-N,N,2-trimethyl-3,5-dioxo-7,8-dihydro-2,6-naphthyridine-1-carboxamide ClC=1C=C(C=CC1F)CN1C(C2=C(C(N(C(=C2CC1)C(=O)N(C)C)C)=O)O)=O